C(#N)C=1C=NN2C1C(=CC(=C2)C=2C=NN(C2)C2CCN(CC2)C(=O)C2CCC(CC2)NC(C=C)=O)OC N-((1r,4r)-4-(4-(4-(3-cyano-4-methoxypyrazolo[1,5-a]pyridin-6-yl)-1H-pyrazol-1-yl)piperidine-1-carbonyl)cyclohexyl)acryl-amide